CC1=NNC(NN1)=NCC(=O)O 2-{[6-methyl-1,2,3,4-tetrahydro-1,2,4,5-tetrazin-3-ylidene]-amino}acetic acid